N-((2R,3S,4R,5R,6R)-2-(6-azidohexa-1,3-diyn-1-yl)-4,5-bis(benzyloxy)-6-((benzyloxy)methyl)tetrahydro-2H-pyran-3-yl)acetamide N(=[N+]=[N-])CCC#CC#C[C@H]1O[C@@H]([C@@H]([C@@H]([C@H]1NC(C)=O)OCC1=CC=CC=C1)OCC1=CC=CC=C1)COCC1=CC=CC=C1